OCC1CN(C1)C(=O)NC=1SC=C(N1)[C@](C)(C#C)C1=CC=C(C=C1)OC (R)-3-(hydroxymethyl)-N-(4-(2-(4-methoxyphenyl)-but-3-yn-2-yl)thiazol-2-yl)azetidine-1-carboxamide